Ethyl (R)-12-(3-methoxypropoxy)-3,3-dimethyl-8-oxo-l-11-(((trifluoromethyl)sulfonyl)oxy)-2,3,8,13b-tetrahydro-1H-pyrido[2,1-a]pyrrolo[1,2-c]phthalazine-7-carboxylate COCCCOC1=CC=2[C@@H]3N(N4C(C2C=C1OS(=O)(=O)C(F)(F)F)=CC(C(=C4)C(=O)OCC)=O)C(CC3)(C)C